C=1N=CN2C1C=CC(=C2)C2=NC(=NC(=N2)NCCN2N=CC=C2)N 6-imidazo[1,5-a]pyridin-6-yl-N2-(2-pyrazol-1-ylethyl)-1,3,5-triazine-2,4-diamine